(S)-N-(2-(2-cyano-4,4-difluoropyrrolidin-1-yl)-2-oxoethyl)-6-(3-(piperazin-1-yl)propoxy)quinoline-4-carboxamide C(#N)[C@H]1N(CC(C1)(F)F)C(CNC(=O)C1=CC=NC2=CC=C(C=C12)OCCCN1CCNCC1)=O